C(C)(=O)N1CCC(CCC1)C1=NN(C=2C=CC=C(C12)C1=C(C=C2C=NN(C2=C1)C)F)CC(=O)NCC(=O)NCC(=O)OC methyl 2-(2-{2-[3-(1-acetylazepan-4-yl)-5'-fluoro-1'-methyl-[4,6'-biindazol]-1-yl]acetamido}acetamido)acetate